(1R,2S)-1,2-difluoro-1-(4-methyl-4H-1,2,4-triazol-3-yl)propan F[C@@H]([C@H](C)F)C1=NN=CN1C